C=12NC=3C=NN(CCNCCN4C(C=CC(=CN1)C4=N2)=O)C3 2,5,6,9,12,18,19-heptazatetracyclo[10.6.2.13,6.016,20]henicosa-1(18),3(21),4,14,16,19-hexaen-13-one